3-butylheptyl 8-((3-((2-methoxyethyl)sulfonamido)propyl)(8-oxo-8-(pentadecan-8-yloxy)octyl)amino)octanoate COCCS(=O)(=O)NCCCN(CCCCCCCC(=O)OCCC(CCCC)CCCC)CCCCCCCC(OC(CCCCCCC)CCCCCCC)=O